FC=1C=CC(=NC1)C(C)N 1-(5-fluoro-2-pyridyl)ethanamine